2-((3-(8-(((3S,4R)-3-fluoro-1-methylpiperidin-4-yl)amino)-3-((trifluoromethyl)thio)imidazo[1,2-a]pyridin-2-yl)prop-2-yn-1-yl)amino)-N-methyl-1H-imidazole-5-carboxamide F[C@H]1CN(CC[C@H]1NC=1C=2N(C=CC1)C(=C(N2)C#CCNC=2NC(=CN2)C(=O)NC)SC(F)(F)F)C